N-methyl-2-({3-[(E)-2-{1-[2-(pyrrolidin-1-yl)ethyl]-1H-pyrazole-3-yl}vinyl]-1H-indazol-6-yl}thio)benzamide CNC(C1=C(C=CC=C1)SC1=CC=C2C(=NNC2=C1)\C=C\C1=NN(C=C1)CCN1CCCC1)=O